FC1=CC=C2C=C(NC(C2=C1)=O)CCC(N1CCN(CC1)C1=CC=C(C=C1)C(F)(F)F)=O 7-fluoro-3-(3-oxo-3-(4-(4-(trifluoromethyl)phenyl)piperazin-1-yl)propyl)isoquinolin-1(2H)-one